FC1=C(C=CC(=C1)F)N1C(NCC1)=O 1-(2,4-difluorophenyl)imidazolidin-2-one